4-benzyloxy-2-[2-(3,4-difluoro-2-methyl-phenoxy)-4-methyl-5-(trifluoromethyl)-3-pyridinyl]-6-methoxy-quinoline C(C1=CC=CC=C1)OC1=CC(=NC2=CC=C(C=C12)OC)C=1C(=NC=C(C1C)C(F)(F)F)OC1=C(C(=C(C=C1)F)F)C